COC1=CC=C(CN(S(=O)(=O)C=2C=C(CCOC3=NC=CC(=C3)C=3C(=C4CCCC4=CC3)CC(=O)OC(C)(C)C)C=C(C2)C(C)(C)O)CC2=CC=C(C=C2)OC)C=C1 tert-butyl 2-(5-(2-(3-(N,N-bis(4-methoxybenzyl)sulfamoyl)-5-(2-hydroxy-propan-2-yl)phenethoxy)pyridin-4-yl)-2,3-dihydro-1H-inden-4-yl)acetate